2-amino-7-(3-fluorobenzyl)-7,9-dihydro-1H-purine-6,8-dione NC=1NC(C=2N(C(NC2N1)=O)CC1=CC(=CC=C1)F)=O